ClC1=CC=C(C=C1)C=1CC2(CCC2)CCC1CO (6-(4-Chlorophenyl)spiro[3.5]non-6-en-7-yl)methanol